BrC=1C=CC(=C(OCCN2CCOCC2)C1)F 4-(2-(5-Bromo-2-fluorophenoxy)ethyl)morpholine